N'-hydroxy-5-((3-(4-(trifluoromethyl)phenyl)-1,2,4-oxadiazol-5-yl)amino)pyridinecarboxamidine ON=C(N)C1=NC=C(C=C1)NC1=NC(=NO1)C1=CC=C(C=C1)C(F)(F)F